3-acetyl-5-methyl-7-hydroxy-8-(4-(tetrahydrofuran-3-carbonyl)piperazinyl)methylcoumarin C(C)(=O)C=1C(OC2=C(C(=CC(=C2C1)C)O)CN1CCN(CC1)C(=O)C1COCC1)=O